5-pentyl-2-phenylbenzoxazole-13C C(CCCC)C=1C=CC2=C(N=[13C](O2)C2=CC=CC=C2)C1